C(CCCCCCCCCCCCCCCCCCC(=O)[O-])CCCCCCCCCCCCCCCCCC(=O)[O-].[NH4+].C(C1=CC=CC=C1)OC([C@H](CCCC)N(CCF)CCNC(=O)OC(C)(C)C)=O.ON=C(C(=O)C1=CC=C(C=C1)N1C2=CC=CC=C2C=2C=C(C=CC12)[N+](=O)[O-])CC.[NH4+] 2-(hydroxyimino)-1-(4-(3-nitro-9H-carbazol-9-yl)phenyl)butan-1-one Benzyl-(S)-2-((2-((tert-butoxycarbonyl)amino)ethyl)(2-fluoroethyl)amino)hexanoate ammonium ethylenebisstearate